NC1(CN(CCOC1)C(=O)OC(C)(C)C)CC(=O)OCC Tert-butyl 6-amino-6-(2-ethoxy-2-oxoethyl)-1,4-oxazepan-4-carboxylate